5-benzyl-imidazoline-2,4-dione C(C1=CC=CC=C1)C1C(NC(N1)=O)=O